O=C1C=CC=C(N1)C(=O)O 6-oxo-1H-pyridine-2-carboxylic acid